COC(=O)C1=CC=C2C(C(N(C2=C1)CC=1N(C2=CC=CC=C2C1)C(=O)O)=O)(C)C ((6-(methoxycarbonyl)-3,3-dimethyl-2-oxoindol-1-yl)methyl)-1H-indole-1-carboxylic acid